2-((3-(2,6-Dioxopiperidin-3-yl)-1-methyl-1H-indazol-6-yl)oxy)-N-(4-((pyrrolidin-1-ylsulfonyl)methyl)phenyl)acetamide O=C1NC(CCC1C1=NN(C2=CC(=CC=C12)OCC(=O)NC1=CC=C(C=C1)CS(=O)(=O)N1CCCC1)C)=O